[C@@H]12CN(C[C@H]2C1)C(=O)C1=C(OC=2N=CN=C(C21)NC2(CC2)C)C 5-[(1r,5s)-3-azabicyclo[3.1.0]hexane-3-carbonyl]-6-methyl-N-(1-methylcyclopropyl)furo[2,3-d]pyrimidin-4-amine